4-(N-ethyl-N-aminobutylamino)phthalhydrazide C(C)N(CCCCN)C=1C=C2C(C(=O)NNC2=O)=CC1